1-[(1R)-1-(4-aminoimidazo[4,5-c]quinolin-1-yl)ethyl]cyclopent-3-en-ol NC1=NC=2C=CC=CC2C2=C1N=CN2[C@H](C)C2(CC=CC2)O